1-Ethyl-4-fluoro-N'-((3-methyl-2-(2,2,2-trifluoroethyl)-6,7-dihydro-5H-cyclopenta[b]pyridin-4-yl)carbamoyl)-1H-pyrazole-3-sulfonimidamide C(C)N1N=C(C(=C1)F)S(=O)(N)=NC(NC1=C2C(=NC(=C1C)CC(F)(F)F)CCC2)=O